4-(benzyloxymethyl)benzenesulfonyl chloride C(C1=CC=CC=C1)OCC1=CC=C(C=C1)S(=O)(=O)Cl